OCC=1C(=NC=C(C1)C=O)C (HYDROXYMETHYL)-2-METHYL-5-PYRIDINE-CARBOXALDEHYDE